(S)-N-(7-((3-Hydroxy-1-neopentylazetidin-3-yl)ethynyl)-5-methyl-4-oxo-2,3,4,5-tetrahydrobenzo[b][1,4]oxazepin-3-yl)-4-phenoxypicolinamid OC1(CN(C1)CC(C)(C)C)C#CC1=CC2=C(OC[C@@H](C(N2C)=O)NC(C2=NC=CC(=C2)OC2=CC=CC=C2)=O)C=C1